FCC1(COC1)CN1[C@@H](C2=CC=C3C(=C2C[C@H]1C)C=NN3)C3=C(C=C(C=C3)NC3CN(C3)CCCF)OC N-(4-((6s,8r)-7-((3-(fluoromethyl)oxetan-3-yl)methyl)-8-methyl-6,7,8,9-tetrahydro-3H-pyrazolo[4,3-f]isoquinolin-6-yl)-3-methoxyphenyl)-1-(3-fluoropropyl)azetidin-3-amine